CC1=CC=C(C=C1)S(=O)(=O)OCCCCCOCC1=CC=CC=C1 5-(benzyloxy)pentyl 4-methylbenzenesulfonate